aminoguanidine adipate C(CCCCC(=O)O)(=O)O.NNC(=N)N